C(C)(C)(C)OCCOCCOC(C)(C)C tertiary butoxyethyl ether